[Pd].C1(=CC=CC=C1)P(C1=CC=CC=C1)C1=CC=CC=C1 (triphenylphosphine) Palladium (0)